17-((R)-5-hydroxypentane-2-yl)-10,13-dimethyldodecahydro-3H-cyclopenta[a]phenanthrene-3,7,12(2H,4H)-trione OCCC[C@@H](C)C1CCC2C3C(CC4CC(CCC4(C3CC(C12C)=O)C)=O)=O